C(C)(C)(C)OC(=O)N1C2CN(CC1CC2)C2=C1C(=NC=C2)N(C(=C1C)C=1C=NN(C1)C)S(=O)(=O)C1=CC=C(C)C=C1.BrC=1N=CC(=NC1)OCC=1C=CC=C2C=CC=NC12 8-(((5-bromopyrazin-2-yl)oxy)methyl)quinoline tert-butyl-3-(3-methyl-2-(1-methyl-1H-pyrazol-4-yl)-1-tosyl-1H-pyrrolo[2,3-b]pyridin-4-yl)-3,8-diazabicyclo[3.2.1]octane-8-carboxylate